C(=O)(OC(C)(C)C)N1C(=CC=C1)B([O-])[O-] 1-Boc-pyrrole-2-boronate